ClC1=C(C=C(C=2CC(OC21)O)[C@@H]2O[C@@H]([C@H]([C@@H]([C@H]2O)O)O)CO)CC2=CC=C(C=C2)C2CC2 (2S,3R,4R,5S,6R)-2-(7-chloro-6-(4-cyclopropylbenzyl)-2-hydroxy-2,3-dihydrobenzofuran-4-yl)-6-(hydroxymethyl)tetrahydro-2H-pyran-3,4,5-triol